ethyl (4-methoxyphenyl)-7-oxo-6-(4-(2-oxopiperidin-1-yl) phenyl)-4,5,6,7-tetrahydro-1H-pyrazolo[3,4-c]pyridine-3-carboxylate COC1=CC=C(C=C1)N1N=C(C2=C1C(N(CC2)C2=CC=C(C=C2)N2C(CCCC2)=O)=O)C(=O)OCC